C(C)(C)(C)OC(N(C)CCCOC1CCC(CC1)NC1=C2C(N(C(C2=CC=C1)=O)C1C(NC(CC1)=O)=O)=O)=O Tert-butyl-N-[3-[4-[[2-(2,6-dioxo-3-piperidyl)-1,3-dioxo-isoindolin-4-yl]amino]cyclohexoxy]propyl]-N-methyl-carbamate